OC1C(C(=O)OCCC1)(O)O trihydroxycaprolactone